The molecule is an organic triphosphate that is GS-441524 in which the 5'-hydroxy group has been replaced by a triphosphate group. It is the active metabolite of remdesivir. It has a role as a drug metabolite, an antiviral drug and an anticoronaviral agent. It is a C-nucleoside, an aromatic amine, a nitrile, a pyrrolotriazine and an organic triphosphate. It derives from a GS-441524. C1=C2C(=NC=NN2C(=C1)[C@]3([C@@H]([C@@H]([C@H](O3)COP(=O)(O)OP(=O)(O)OP(=O)(O)O)O)O)C#N)N